C(C)OC(=O)C=1C=NN(C1)CC1=CC=C(C=C1)C#N 1-[(4-cyanophenyl)methyl]-1H-pyrazole-4-carboxylic acid ethyl ester